3-((2S)-3-(8-(3'-((dimethylamino)methyl)biphenyl-3-ylsulfonyl)-1-oxa-8-azaspiro[4.5]decan-3-ylamino)-2-hydroxypropoxy)-N-methylbenzenesulfonamide CN(C)CC=1C=C(C=CC1)C1=CC(=CC=C1)S(=O)(=O)N1CCC2(CC(CO2)NC[C@@H](COC=2C=C(C=CC2)S(=O)(=O)NC)O)CC1